(1s,4s)-4-((5-chloro-3-(difluoromethoxy)pyridin-2-yl)carbamoyl)-4-(2-isopropylphenyl)-1-methylcyclohexane-1-carboxylic acid ClC=1C=C(C(=NC1)NC(=O)C1(CCC(CC1)(C(=O)O)C)C1=C(C=CC=C1)C(C)C)OC(F)F